FC1=CC(=C(C=C1)C(=O)N1[C@@H]2[C@@H](C[C@H](C1)CC2)OC2=NC=C(C=C2)C)C2=NC=CC=N2 (4-fluoro-2-(pyrimidin-2-yl)phenyl)((1S,4R,6R)-6-((5-methylpyridin-2-yl)oxy)-2-azabicyclo[2.2.2]oct-2-yl)methanone